C(C)(C)(C)OC(NCCOC1=C(C=C2C=C(NC2=C1OC)C(=O)Cl)OC)=O (2-((2-(chlorocarbonyl)-5,7-dimethoxy-1H-indol-6-yl)oxy)ethyl)carbamic acid tert-butyl ester